[Ir+3].N1=CC=CC2=CC=C3C(=C12)C=CC=C3.N3=CC=CC1=CC=C2C(=C31)C=CC=C2.N2=CC=CC3=CC=C1C(=C23)C=CC=C1 tris(benzo[h]quinoline) iridium (III)